2-(3-Oxa-6-azabicyclo[3.1.1]heptan-6-yl)-N-(2-((3-cyanobicyclo[1.1.1]pentan-1-yl)carbamoyl)-4,5-difluorophenyl)-6-methoxybenzo[d]thiazole-7-carboxamide C12COCC(N1C=1SC3=C(N1)C=CC(=C3C(=O)NC3=C(C=C(C(=C3)F)F)C(NC31CC(C3)(C1)C#N)=O)OC)C2